6-methyl-1-((1S,4S)-4-(((1-methyl-1H-1,2,4-triazol-3-yl)methyl)amino)cyclohexyl)-5-(8-methyl-[1,2,4]triazolo[1,5-a]pyridin-6-yl)-1,3-dihydro-2H-benzo[d]imidazol-2-one CC=1C(=CC2=C(N(C(N2)=O)C2CCC(CC2)NCC2=NN(C=N2)C)C1)C=1C=C(C=2N(C1)N=CN2)C